(2R,3R)-3-(3-(4-trifluoromethoxyphenyl)isoxazol-5-yl)-2-(2,4-difluorophenyl)-1-(1H-tetraazazol-1-yl)butan-2-ol FC(OC1=CC=C(C=C1)C1=NOC(=C1)[C@@H]([C@@](CN1N=NN=N1)(O)C1=C(C=C(C=C1)F)F)C)(F)F